(1R,2S,5R)-2-methyl-N-(4-methyl-3-(pyridin-2-yl)phenyl)-6-azabicyclo[3.1.1]heptane-6-carboxamide C[C@@H]1[C@@H]2N([C@H](CC1)C2)C(=O)NC2=CC(=C(C=C2)C)C2=NC=CC=C2